C(#N)C=1C=C(C=CC1)/C(/C(=O)OCC)=C\N(C)C ethyl (E)-2-(3-cyanophenyl)-3-(dimethylamino)acrylate